Tert-Butyl (S)-3-((7-((tert-butoxycarbonyl)(3-cyanophenyl)amino)-3-cyclopropylpyrazolo[1,5-a]pyrimidin-5-yl)amino)piperidine-1-carboxylate C(C)(C)(C)OC(=O)N(C1=CC(=NC=2N1N=CC2C2CC2)N[C@@H]2CN(CCC2)C(=O)OC(C)(C)C)C2=CC(=CC=C2)C#N